(2S)-2-(3-(6-(benzyloxy)pyridin-3-yl)-4-fluoropiperidin-1-yl)-N-(5-(cyclopropylmethoxy)pyridin-2-yl)propionamide C(C1=CC=CC=C1)OC1=CC=C(C=N1)C1CN(CCC1F)[C@H](C(=O)NC1=NC=C(C=C1)OCC1CC1)C